C(#N)C1(CC1)NS(=O)(=O)C=1C=C(C=2N(C1)C(=CN2)C=2SC(=NN2)C(F)F)N2[C@@H](COCC2)CC (R)-N-(1-cyanocyclopropyl)-3-(5-(difluoromethyl)-1,3,4-thiadiazol-2-yl)-8-(3-ethylmorpholino)imidazo[1,2-a]pyridine-6-sulfonamide